BrC=1C=C(CNC(=O)C2N(C3CC2C3)C(=O)OC(C)(C)C)C=C(C1)F tert-butyl 3-((3-bromo-5-fluorobenzyl) carbamoyl)-2-azabicyclo[2.1.1]hexane-2-carboxylate